2-chloro-4,6-bis(biphenyl-3-yl)-1,3,5-triazine ClC1=NC(=NC(=N1)C=1C=C(C=CC1)C1=CC=CC=C1)C=1C=C(C=CC1)C1=CC=CC=C1